NC1=NC(=C(C=C1C=1C=C2CCNC(C2=CC1)=O)C1=CC=C(C=C1)N1C[C@@H](CC1)OC)F (R)-6-(2-amino-6-fluoro-5-(4-(3-methoxypyrrolidin-1-yl)phenyl)pyridin-3-yl)-3,4-dihydroisoquinolin-1(2H)-one